4-Fluoro-N-(2-methyl-1-(5-(2-methylpyrimidin-4-yl)-6,6a,7,7a-tetrahydro-5H-cyclopropa[c][1,5]naphthyridin-2-yl)cyclopropyl)benzamide FC1=CC=C(C(=O)NC2(C(C2)C)C=2N=C3C4C(CN(C3=CC2)C2=NC(=NC=C2)C)C4)C=C1